BrC=1C(=C(OCCOC2CN(C2)C(=O)OCC2=CC=CC=C2)C=CC1C#N)F benzyl 3-(2-(3-bromo-4-cyano-2-fluorophenoxy) ethoxy)azetidine-1-carboxylate